1,2,3,4-tetrahydro-[1,1':4',1''-terphenyl]-2',4,6'-triol C1(CCC(C=C1)O)C=1C(=CC(=CC1O)C1=CC=CC=C1)O